O1CCC(CC1)CNC(=O)C=1C=2C[C@@H]3[C@H](C2N(N1)C1=NC=C(C=C1)Br)C3 (1aR,5aR)-2-(5-Bromo-pyridin-2-yl)-1a,2,5,5a-tetrahydro-1H-2,3-diaza-cyclopropa[a]pentalene-4-carboxylic acid (tetrahydro-pyran-4-ylmethyl)-amide